2-benzyl-4,4,5,5-tetramethyl-1,3,2-dioxaborolane C(C1=CC=CC=C1)B1OC(C(O1)(C)C)(C)C